carboxy-spermine C(=O)(O)NCCCNCCCCNCCCN